ClC1=CC(=NC=C1)[C@H](CC=C)NC(OCC1=CC=CC=C1)=O (S)-Benzyl 1-(4-chloropyridin-2-yl)but-3-enylcarbamate